C(C1=CC=CC=C1)(C1=CC=CC=C1)C1=NOC(=N1)[C@H](C)NC(C1=NC=CC(=C1O)OC)=O (S)-N-(1-(3-benzhydryl-1,2,4-oxadiazol-5-yl)ethyl)-3-hydroxy-4-methoxypicolinamide